3-(1,2,4-oxadiazol-5-yl)propionic acid O1N=CN=C1CCC(=O)O